2-chloro-5-(difluoromethoxy)-N-(2-methoxy-4-(1-methyl-4-(trifluoromethyl)-1H-imidazol-2-yl)benzyl)pyrimidin-4-amine ClC1=NC=C(C(=N1)NCC1=C(C=C(C=C1)C=1N(C=C(N1)C(F)(F)F)C)OC)OC(F)F